N4-(4-dimethylamino-benzyl)-cyclohexane-1,4-diamine CN(C1=CC=C(CNC2CCC(CC2)N)C=C1)C